11-cyanoundecyl-trimethoxysilane C(#N)CCCCCCCCCCC[Si](OC)(OC)OC